[C@H]12CN(C[C@H](CC1)N2)C2=NC(=NC1=C(C(=CC=C21)C=2C(=CC(=C(N)C2)C(F)(F)F)C(F)(F)F)F)OC[C@]21CCCN1C[C@@H](C2)F 5-(4-((1R,5S)-3,8-diazabicyclo[3.2.1]oct-3-yl)-8-fluoro-2-(((2R,7aS)-2-fluorotetrahydro-1H-pyrrolizin-7a(5H)-yl)methoxy)quinazolin-7-yl)-2,4-bis(trifluoromethyl)aniline